2-([1,1'-biphenyl]-2-yl)-4-(4-chlorophenyl)-6-(4-(3-phenyldibenzo[b,d]furan-2-yl)phenyl)-1,3,5-triazine C1(=C(C=CC=C1)C1=NC(=NC(=N1)C1=CC=C(C=C1)Cl)C1=CC=C(C=C1)C1=CC2=C(OC3=C2C=CC=C3)C=C1C1=CC=CC=C1)C1=CC=CC=C1